FC(C1=C(N=NC(=C1)N1C[C@H](OCC1)CO)C1=C(C=2CCCC2C=C1)O)F 5-[4-(difluoromethyl)-6-[(2S)-2-(hydroxymethyl)morpholin-4-yl]pyridazin-3-yl]indan-4-ol